N,N-dimethyl-allyl-amine CN(C)CC=C